OC(=O)C(F)(F)F.ClC1=C(C=CC=C1C(F)(F)F)N1C(=NC=CC1=O)C (2-chloro-3-(trifluoromethyl)phenyl)-2-methylpyrimidin-4(3H)-one TFA salt